4-bromo-2-(piperazin-1-yl)benzoic acid methyl ester COC(C1=C(C=C(C=C1)Br)N1CCNCC1)=O